C(C)(C)(C)C=1C=C(C(=O)NNC(C2=CC(=C(C(=C2)C(C)(C)C)O)C(C)(C)C)=O)C=C(C1O)C(C)(C)C bis(3,5-di-t-butyl-4-hydroxy-benzoyl)hydrazine